5-((3,3-difluoro-1-methylpiperidin-4-yl)oxy)-6-(trifluoromethoxy)quinazolin-4-amine FC1(CN(CCC1OC1=C2C(=NC=NC2=CC=C1OC(F)(F)F)N)C)F